COC=1C=C2C(=CNC2=CC1)CCN(C)C1CCC1 N-(2-(5-methoxy-1H-indol-3-yl)ethyl)-N-methylcyclobutylamine